NC1=C(C#N)C(=CC(=C1C#N)C(F)(F)F)C(F)(F)F 2-amino-4,6-bis(trifluoromethyl)isophthalonitrile